3-(5-methyl-2-thienyl)-5-oxo-isoxazolidine-2-carboxylic acid tert-butyl ester C(C)(C)(C)OC(=O)N1OC(CC1C=1SC(=CC1)C)=O